C(C)OCCC 3-Ethoxy-propan